BrC=1C=CC2=C(C=C(O2)CO)C1 (5-bromobenzofuran-2-yl)methanol